C1(=CC=CC=C1)C1=NC(=NC(=N1)C1=CC=CC=C1)C1=CC2=C(OC3=C([Si]24C2=C(C5=C4C=CC=C5)C=CC=C2)C=CC=C3)C=C1 2,4-diphenyl-6-(spiro[dibenzo[b,d]silole-5,10'-dibenzo[b,e][1,4]oxasilin]-2'-yl)-1,3,5-triazine